O[C@@H]1C(C=C2CC[C@H]3[C@@H]4CC[C@@H]([C@@]4(C)CC[C@@H]3[C@]2(C1)C)O)=O 2β,17β-dihydroxyandrost-4-en-3-one